ethoxyethoxyethoxyethyl acrylate (ethoxyethoxyethoxy acrylate) C(C)OCCOCCOC(C(=O)O)=C.C(C=C)(=O)OCCOCCOCCOCC